BrC1=C2C(N(C(C2=CC=C1CN1CCN(CC1)C1=CC(=NC(=N1)C)NC=1SC(=CN1)C(=O)NC1=C(C=CC=C1C)Cl)=O)C1C(NC(CC1)=O)=O)=O 2-((6-(4-((4-bromo-2-(2,6-dioxopiperidin-3-yl)-1,3-dioxoisoindolin-5-yl)methyl)piperazin-1-yl)-2-methylpyrimidin-4-yl)amino)-N-(2-chloro-6-methylphenyl)thiazole-5-carboxamide